propyl-6-(2-(4-fluoro-3-methylphenyl)pyridin-3-yl)imidazo[1,2-a]pyridin C(CC)C=1N=C2N(C=C(C=C2)C=2C(=NC=CC2)C2=CC(=C(C=C2)F)C)C1